ammonium tetrabromobisphenol A BrC1=C(C(=C(C(=C1O)Br)Br)C(C)(C)C1=CC=C(C=C1)O)Br.[NH4+]